4,5-dichloropyridazinediol ClC1(C(N=NC=C1Cl)O)O